methyl 5-[4-[2-[4-(6-hydroxyhexoxy)phenyl]ethynyl]benzoyl]oxy-2-(4-iodobenzoyl)oxy-benzoate OCCCCCCOC1=CC=C(C=C1)C#CC1=CC=C(C(=O)OC=2C=CC(=C(C(=O)OC)C2)OC(C2=CC=C(C=C2)I)=O)C=C1